[Si](C)(C)(C(C)(C)C)OCCN(C(OC(C)(C)C)=O)C(C)(C)C=1C(=NC=CC1)Cl tert-butyl (2-((tert-butyldimethylsilyl)oxy)ethyl)(2-(2-chloropyridin-3-yl)propan-2-yl)carbamate